methyl 4-[[2-[2-fluoro-5-methoxy-4-[1-(trifluoromethyl)cyclopropyl]phenyl]acetyl]amino]pyridine-2-carboxylate FC1=C(C=C(C(=C1)C1(CC1)C(F)(F)F)OC)CC(=O)NC1=CC(=NC=C1)C(=O)OC